C1(=CC=CC=C1)C(=CC=CC(CC(C=CC=C)=O)=O)C1=CC=CC=C1 1,1-bis(phenyl)-1,3,8,10-undecatetraene-5,7-dione